4-chloro-5-nitro-2-(piperidin-1-yl)pyridine ClC1=CC(=NC=C1[N+](=O)[O-])N1CCCCC1